(R)-3-(3-(4-(decyloxy)-3-(trifluoromethyl)phenyl)-1,2,4-oxadiazol-5-yl)piperidine-1-carboximidamide hydrochloride Cl.C(CCCCCCCCC)OC1=C(C=C(C=C1)C1=NOC(=N1)[C@H]1CN(CCC1)C(N)=N)C(F)(F)F